C(C)(C)C1=C(C=CC=C1)C1=NC=C2N(C(N(C2=N1)CC1CCN(CC1)C=1N(C=C(N1)C(F)(F)F)C)=N)C 2-(2-isopropylphenyl)-7-methyl-9-((1-(1-methyl-4-(trifluoromethyl)-1H-imidazol-2-yl)piperidin-4-yl)methyl)-7H-purin-8(9H)-imine